Tungsten(VI) oxytetrachloride O=[W].Cl.Cl.Cl.Cl